4-hydroxy-2,2,6,6-tetramethylpiperazine ON1CC(NC(C1)(C)C)(C)C